[Mn+2].[Mn+2] manganese-manganese (II)